FC=1C=C(C=C(C1)F)C1=CC2=C(N(C=N2)CC2=CC=C(C=C2)C(F)(F)F)C(=C1)C(=O)NCC1=CC=C(C(=O)O)C=C1 4-((5-(3,5-difluorophenyl)-1-(4-(trifluoromethyl)benzyl)-1H-benzo[d]imidazole-7-carboxamido)methyl)benzoic acid